FC(CNC(OCC1=CC(=NC=C1)N)=O)(F)F (2-aminopyridin-4-yl)methyl (2,2,2-trifluoroethyl)-carbamate